4-methyl-3,5-heptanediol benzoate Diphenylphosphonite C1(=CC=CC=C1)P(O)(O)C1=CC=CC=C1.C(C1=CC=CC=C1)(=O)O.CC(C(CC)O)C(CC)O